ClC1=C(C(=CC=C1)Cl)C=1C(C2=C(N=C(N=C2)NC2=CC=C(C=C2)N2CCN(CC2)C)N(C1)CC(C)(C)O)=O 6-(2,6-dichlorophenyl)-8-(2-hydroxy-2-methylpropyl)-2-{[4-(4-methylpiperazin-1-yl)phenyl]amino}pyrido[2,3-d]pyrimidin-5(8H)-one